N1N=NN=C1C1=C(C=CC=C1)C1=NC2=C(N1CCN1C(=NC3=C1C=CC(=C3)C(N)=O)C3=C(C=CC=C3)C=3N=NNN3)C=CC(=C2)C(=O)N 2-(2-(1H-Tetrazol-5-yl)phenyl)-1-(2-(2-(2-(2H-tetrazol-5-yl)phenyl)-5-carbamoyl-1H-benzo[d]imidazol-1-yl)ethyl)-1H-benzo[d]imidazole-5-carboxamide